BrC1=C(C=NS1)NC(O[C@H](C)C1=C(C=CC=C1)Cl)=O (R)-1-(2-chlorophenyl)ethyl (5-bromoisothiazol-4-yl)carbamate